2-((tert-butoxycarbonyl)aminoethyl)cyclopropane-1-carboxylate C(C)(C)(C)OC(=O)NCCC1C(C1)C(=O)[O-]